2-(4-(hydroxymethyl)-3-(1H-benzimidazol-5-yl)phenyl)acetonitrile OCC1=C(C=C(C=C1)CC#N)C1=CC2=C(NC=N2)C=C1